COC1=NC(=CC=C1NC1=CC=NC2=CC(=CC=C12)C)OCCOC N-(2-methoxy-6-(2-methoxyethoxy)pyridin-3-yl)-7-methylquinolin-4-amine